4-(3-aminopropyl)-N-(3-cyano-4-methyl-1H-indol-7-yl)benzene-1-sulfonamide NCCCC1=CC=C(C=C1)S(=O)(=O)NC=1C=CC(=C2C(=CNC12)C#N)C